FC1([C@@H](COC1)NC(N(CC1=C(C=NC=C1)C)C)=O)F 3-[(3R)-4,4-difluorotetrahydrofuran-3-yl]-1-methyl-1-[(3-methyl-4-pyridyl)methyl]urea